C1(=CC=CC=C1)N(C1=CC=C(C=CC2=CC=C(C=C2)C2=CC=C(C=C2)C=CC2=CC=C(C=C2)N(C2=CC=CC=C2)C2=CC=CC=C2)C=C1)C1=CC=CC=C1 4,4'-di[4-(diphenylamino)styryl]Biphenyl